ClC=1C(=C(C=CC1F)[C@@H]1NOCC1)F (R)-3-(3-chloro-2,4-difluorophenyl)isoxazolidine